BrC=1C=C(C=CC1)CCNC(=O)NC1=CC=CC=C1 1-(3-bromophenyl-ethyl)-3-phenyl-urea